NC1=C(C=C(C=C1)N1CCOCC1)C1=C(C=NN1CC1=CC=C(C=C1)OC)N 5-(2-amino-5-morpholinophenyl)-1-(4-methoxybenzyl)-1H-pyrazol-4-amine